O=C1NC(CCC1C1=C(C=C(C=C1)N1CCN(CC1)CC12CCC(CC1)(C2)NC(OC(C)(C)C)=O)F)=O 1-Tert-butyl (4-((4-(4-(2,6-dioxopiperidin-3-yl)-3-fluorophenyl)piperazin-1-yl) methyl)bicyclo[2.2.1]heptan-1-yl)carbamate